(S)-(-)-4-hydroxymethyl-2(5H)-furanone OCC1=CC(OC1)=O